6-(5-((3aS,6aR)-2-oxohexahydro-1H-thieno[3,4-d]imidazol-4-yl)pentanamido)hexanoic acid O=C1N[C@H]2[C@@H](N1)CSC2CCCCC(=O)NCCCCCC(=O)O